ClC1=C(C(N(N=C1Cl)C)=O)C1=C(C=CC2=CC=CC=C12)C 5,6-dichloro-2-methyl-4-(2-methyl-1-naphthalenyl)-3(2H)-pyridazinone